3-[(3-[18F]Fluorododecyl)sulfanyl]Propionic acid [18F]C(CCSCCC(=O)O)CCCCCCCCC